5-[[4-(1-methylethyl)phenyl]thio]-1H-indene-1,2(3H)-dione 2-(O-acetyloxime) C(C)(=O)ON=C1C(C2=CC=C(C=C2C1)SC1=CC=C(C=C1)C(C)C)=O